copper tetrapyridoporphyrin C1=2C3=C(C(N1)=CC=1C4=C(C(N1)=CC1=C5C(=C(N1)C=C1C6=C(C(=N1)C2)C=CC=N6)C=CC=N5)C=CC=N4)C=CC=N3.[Cu]